CCCCOCCO ethylene glycol mono-n-butyl ether